butyl 1-(4-bromopyridin-2-yl)cyclopropanecarboxylate BrC1=CC(=NC=C1)C1(CC1)C(=O)OCCCC